NC1=NC=CC=C1C1=NC=2C(=NC(=CC2O)N2N=CC=C2)N1C=1C=C2CC[C@@H](C2=CC1)NC(C1=CC(=C(C=C1)OCC1=CC=CC=C1)C1OCCO1)=O N-[(1S)-5-[2-(2-aminopyridin-3-yl)-7-hydroxy-5-(pyrazol-1-yl)imidazo[4,5-b]pyridin-3-yl]-2,3-dihydro-1H-inden-1-yl]-4-(benzyloxy)-3-(1,3-dioxolan-2-yl)benzamide